FC(C(=O)O)(F)F.CN1C(N(C2=C1C=C(C=C2)CN2CCC(CC2)CN(CC2CCC(CC2)N)C)C2C(NC(CC2)=O)=O)=O 3-{3-Methyl-5-[(4-{[methyl({[(1r,4r)-4-aminocyclohexyl]methyl})amino]methyl}piperidin-1-yl)methyl]-2-oxo-1,3-benzodiazol-1-yl}piperidine-2,6-dione trifluoroacetate